FC1=CC(=CC2=C1C=C(O2)C(=O)OCC)N2C(CC2)CNC(=O)OC Ethyl 4-fluoro-6-[2-[(methoxycarbonylamino)methyl]azetidin-1-yl]benzofuran-2-carboxylat